8-fluoro-2-(4-(2-hydroxypropan-2-yl)bicyclo[2.2.2]octan-1-yl)quinolin FC=1C=CC=C2C=CC(=NC12)C12CCC(CC1)(CC2)C(C)(C)O